((3,7-dimethyloctyl)oxy)undec-1-ene CC(CCOC=CCCCCCCCCC)CCCC(C)C